(R)-3-(4-(7H-pyrrolo[2,3-d]pyrimidin-4-yl-4,4a,5,7a-13C4)-1H-pyrazol-1-yl)-3-cyclopentylpropanenitrile N1=CN=[13C]([13C]2=[13C]1NC=[13CH]2)C=2C=NN(C2)[C@H](CC#N)C2CCCC2